CN(S(=O)(=O)C=C)C[C@H](C)OC=1C=NC=CC1C1=C(C2=NC=CC=C2N1)C1=CC=CC=C1 N-methyl-N-[(2S)-2-{[4-(3-phenyl-1H-pyrrolo[3,2-b]pyridin-2-yl)pyridin-3-yl]oxy}propyl]ethenesulfonamide